NC1=CC(=C(C=C1OC)N1CCN(CC1)CC1CCN(CC1)C=1C=CC(=NC1)C(=O)NC1C(NC(CC1)=O)=O)C=1C=NN(C1)C 5-(4-((4-(4-amino-5-methoxy-2-(1-methyl-1H-pyrazol-4-yl)phenyl)piperazin-1-yl)methyl)piperidin-1-yl)-N-(2,6-dioxopiperidin-3-yl)pyridine-2-amide